1-ethoxy-2,2,2-trifluoroethan-1-ol C(C)OC(C(F)(F)F)O